N-(cyclohexylmethyl)-N-methylpyridineamide C1(CCCCC1)CN(C(=O)C1=NC=CC=C1)C